(4-{2-[1-({[(2S)-2-amino-3-methylbutanoyl]oxy}methyl)-3-(trifluoromethyl)-1H-1,2,4-triazol-5-yl]imidazo[1,2-a]pyrimidin-3-yl}-1H-imidazol-1-yl)methyl (2S)-2-amino-3-methylbutanoate N[C@H](C(=O)OCN1C=NC(=C1)C1=C(N=C2N1C=CC=N2)C2=NC(=NN2COC([C@H](C(C)C)N)=O)C(F)(F)F)C(C)C